Cl.C1C(CC12CCNCC2)=O 7-Azaspiro[3.5]nonane-2-one hydrochloride